(3-methoxy-1-methyl-1H-pyrazol-4-yl)-3-methyl-8-(1-methyl-1H-indazol-5-yl)-1-(tetrahydro-2H-pyran-4-yl)-3,6-dihydroimidazo[4,5-d]pyrrolo[2,3-b]pyridin-2(1H)-one COC1=NN(C=C1C1=C2C(=C3C(=N1)NC=C3C=3C=C1C=NN(C1=CC3)C)N(C(N2C)=O)C2CCOCC2)C